C12(CCC3=CC=CC=C13)CCOC1=CC=CC=C12 spiro[chromane-4,1'-indane]